CC1=CN=C2C(=N1)NC(C(=C2)C2CCC(CC2)C=2N=CSC2C)=O 3-methyl-7-((1r,4r)-4-(5-methylthiazol-4-yl)cyclohexyl)pyrido[2,3-b]pyrazin-6(5H)-one